(1S,3R)-3-acetamido-N-(7-ethynyl-5-(isopropylamino)-2,6-naphthyridin-3-yl)cyclohexane-1-carboxamide C(C)(=O)N[C@H]1C[C@H](CCC1)C(=O)NC=1N=CC2=CC(=NC(=C2C1)NC(C)C)C#C